6-(2,6-Dichloro-4-(2,5-dimethyl-1H-pyrrol-1-yl)phenoxy)-2-phenylpyridazin-3(2H)-one ClC1=C(OC=2C=CC(N(N2)C2=CC=CC=C2)=O)C(=CC(=C1)N1C(=CC=C1C)C)Cl